FC(C1=NN=C(O1)C1=CC=C(C=C1)C(COC1=CC=CC=C1)N1N=NC(=C1)C=1C=CC(=NC1)N)F 5-(1-(1-(4-(5-(difluoromethyl)-1,3,4-oxadiazol-2-yl)phenyl)-2-phenoxyethyl)-1H-1,2,3-triazol-4-yl)pyridin-2-amine